OC1=C(C(=CC(=C1)OCOC)OCOC)C(\C=C\C1=CC=C(C=C1)OCC=C)=O (E)-1-[2-Hydroxy-4,6-bis(methoxymethoxy)phenyl]-3-(4-prop-2-enoxyphenyl)prop-2-en-1-one